C(C)(C)(C)OC(NCC1=C(C=CC=C1)N)=O (2-aminobenzyl)-carbamic acid tert-butyl ester